Tert-butyl-(1S,4S)-5-(6-amino-5-nitropyridin-2-yl)-2,5-diazabicyclo[2.2.1]Heptane C(C)(C)(C)[C@]12NC[C@@H](N(C1)C1=NC(=C(C=C1)[N+](=O)[O-])N)C2